C(CCCCCCCC)(=O)OC1=CC=C(C=C1)S(=O)(=O)[O-].[Na+] sodium 4-(nonanoyloxy)benzene-1-sulfonate